1-((R)-1-(1-(2-(2-((3R,5R,7R)-adamantan-1-yl)acetamido)ethyl)piperidin-4-yl)ethyl)-N-((4-methoxy-6-methyl-2-oxo-1,2-dihydropyridin-3-yl)methyl)-2-methyl-1H-indole-3-carboxamide C12(CC3CC(CC(C1)C3)C2)CC(=O)NCCN2CCC(CC2)[C@@H](C)N2C(=C(C3=CC=CC=C23)C(=O)NCC=2C(NC(=CC2OC)C)=O)C